ethyl 4-(1-(6-(difluoromethyl)pyridin-3-yl)cyclopropyl)-3-methyl-1-(4-methylbenzene-1-sulfonyl)-1H-pyrrole-2-carboxylate FC(C1=CC=C(C=N1)C1(CC1)C=1C(=C(N(C1)S(=O)(=O)C1=CC=C(C=C1)C)C(=O)OCC)C)F